COC(=O)C1C(C/C(/CC1)=C/OC)(C)C.C(C1=CC=CC=C1)NC(=O)C1=NC=CC(=C1)NC(CC1=C(C=CC(=C1)Cl)O)=O N-benzyl-4-[[2-(5-chloro-2-hydroxy-phenyl)acetyl]amino]pyridine-2-carboxamide methyl-(E)-4-(methoxymethylene)-2,2-dimethylcyclohexane-1-carboxylate